2-[2-[2-[3-(1H-pyrazol-4-yl)-1-tetrahydropyran-2-yl-pyrazolo[4,3-b]pyridin-5-yl]oxyethoxy]ethoxy]ethyl 4-methylbenzenesulfonate CC1=CC=C(C=C1)S(=O)(=O)OCCOCCOCCOC1=CC=C2C(=N1)C(=NN2C2OCCCC2)C=2C=NNC2